ClC1=C(N=C2N=C(N(C2=C1)COCC[Si](C)(C)C)S(=O)(=O)C)I {2-[(6-chloro-5-iodo-2-mesyl-1H-1,3,4-triazainden-1-yl)methoxy]ethyl}tris(methyl)silane